[Na+].O=C(C(=O)[O-])CCC(=O)O ketoglutarate monosodium salt